(tetrahydro-2H-pyran-4-yl)methyl (S)-2-amino-3-hydroxy-3-methylbutanoate N[C@H](C(=O)OCC1CCOCC1)C(C)(C)O